5,7-dichloro-3-(pyridin-4-yl)thieno[3,2-b]pyridine ClC1=CC(=C2C(=N1)C(=CS2)C2=CC=NC=C2)Cl